N-(2-ethyl-6-methylphenyl)-maleimide C(C)C1=C(C(=CC=C1)C)N1C(C=CC1=O)=O